[P].[Bi].[Sn] tin bismuth phosphorus